ClC1=C(C=CC=C1C1=NC(=C(C=C1)CNCC(C)(C)O)OC)C1=C(C(=CC=C1)NC(=O)C=1C(N(C(N(C1)C)=O)C)=O)C N-(2'-chloro-3'-(5-(((2-hydroxy-2-methylpropyl)amino)methyl)-6-methoxypyridin-2-yl)-2-methyl-[1,1'-biphenyl]-3-yl)-1,3-dimethyl-2,4-dioxo-1,2,3,4-tetrahydropyrimidine-5-carboxamide